N1C[C@H](CCCC1)NC=1C2=C(N=CN1)C(=CC(=N2)C2=CC=C(C=C2)CN2CCOCC2)C(=O)N 4-[(3S)-azepan-3-ylamino]-6-[4-(morpholin-4-ylmethyl)phenyl]pyrido[3,2-d]pyrimidine-8-carboxamide